(R)-(+)-1-(3-methoxyphenyl)ethylamine C[C@H](C1=CC(=CC=C1)OC)N